5-Iodothiophene-2-sulfonyl chloride IC1=CC=C(S1)S(=O)(=O)Cl